N1CC(C1)CN1N=CC(=C1)C1=NC=CC=C1Cl 2-(1-(azetidin-3-ylmethyl)-1H-pyrazol-4-yl)-3-chloropyridin